N[C@H]1C2N(CC1CC2)C(=O)C2=CC1=C(C(=C(O1)C1=CC=3C(=NC(=CC3)C3=C(C(=CC=C3)O)F)N1CC1CC1)C)C=C2 ((7R)-7-Amino-2-azabicyclo[2.2.1]heptan-2-yl)(2-(1-(cyclopropylmethyl)-6-(2-fluoro-3-hydroxyphenyl)-1H-pyrrolo[2,3-b]pyridin-2-yl)-3-methylbenzofuran-6-yl)methanone